trans-N-(4-((5-fluoro-4-(2-oxo-2H-[1,2'-bipyridin]-4'-yl)pyrimidin-2-yl)amino)cyclohexyl)acetamide FC=1C(=NC(=NC1)N[C@@H]1CC[C@H](CC1)NC(C)=O)C1=CC(=NC=C1)N1C(C=CC=C1)=O